C(C)(C)(C)OC(=O)N[C@H]1[C@@H](CCCC1)C(=O)O (1R,2R)-2-((tert-Butoxycarbonyl)amino)cyclohexane-1-carboxylic acid